disodium 3,3'-(phenylphosphinediyl)bis(benzene-1-sulphonate) C1(=CC=CC=C1)P(C=1C=C(C=CC1)S(=O)(=O)[O-])C=1C=C(C=CC1)S(=O)(=O)[O-].[Na+].[Na+]